FC1=C(COC2=NC(N3C(N4C(CS(CC4)=O)C3)=C2)=O)C=CC=C1F 7-((2,3-Difluorobenzyl)oxy)-3,4,11,11a-tetrahydropyrimido[6',1':2,3]imidazo[5,1-c][1,4]thiazin-9(1H)-one 2-oxide